N-(3-cyano-1,5,5-trimethyl-4-oxocyclohex-2-en-1-yl)-2-fluorobenzamide C(#N)C1=CC(CC(C1=O)(C)C)(C)NC(C1=C(C=CC=C1)F)=O